2-(2H-tetrazol-5-yl)pyridin N=1NN=NC1C1=NC=CC=C1